2'-(difluoromethyl)-5'-methoxy-6-(6-oxopyridazine-1(6H)-yl)-[4,4'-bipyridine]-3-carboxylic acid FC(C1=NC=C(C(=C1)C1=C(C=NC(=C1)N1N=CC=CC1=O)C(=O)O)OC)F